OC=1C=CC=C2C=CC(=NC12)C=O 8-HYDROXYQUINOLINE-2-CARBOXALDEHYDE